4-ethyl-1,1-difluorooctan-2-one C(C)C(CC(C(F)F)=O)CCCC